(S)-N-(5-((1-(dimethylamino)propan-2-yl)oxy)-7-(1-methyl-1H-pyrazol-4-yl)quinazolin-4-yl)benzo[d]thiazol-6-amine CN(C[C@H](C)OC1=C2C(=NC=NC2=CC(=C1)C=1C=NN(C1)C)NC1=CC2=C(N=CS2)C=C1)C